Dibenzo(f,h)quinolone N1C(C=CC2=C3C(=C4C(=C12)C=CC=C4)C=CC=C3)=O